C(C)(C)(C)N1C(=NC2=C1C=C(C(=C2)C)C#N)NC(C[C@](C)(O)C2=CC=C(C=C2)F)=O (S)-N-(1-(tert-butyl)-6-cyano-5-methyl-1H-benzo[d]imidazol-2-yl)-3-(4-fluorophenyl)-3-hydroxybutanamide